benzyl (3S)-pyrrolidin-3-ylcarbamate N1C[C@H](CC1)NC(OCC1=CC=CC=C1)=O